C(C)(C)(C)OC(=O)N1C(C=2C(=NC=CC2C1=O)Cl)NCC1=CC=CC=C1 (Phenylmethylamino)-4-chloro-1-oxo-1,3-dihydro-2H-pyrrolo[3,4-c]pyridine-2-carboxylic acid tert-butyl ester